3,3-dimethyl-N-(3-(propylamino)propyl)butanamide tert-butyl-3-(3-(dimethyl(oxo)-λ6-sulfaneylidene)-2-oxopropyl)azetidine-1-carboxylate C(C)(C)(C)OC(=O)N1CC(C1)CC(C=S(=O)(C)C)=O.CC(CC(=O)NCCCNCCC)(C)C